glucosamine, N-methylammonium salt C[NH3+].OC1[C@H](N)[C@@H](O)[C@H](O)[C@H](O1)CO